CC1=C(C=CC(=C1)C1=NC2=CC=C(C=C2C=N1)C(F)(F)F)N1C(C=2N(CC1)N=CC2C#N)=O 5-(2-methyl-4-(6-(trifluoromethyl)quinazolin-2-yl)phenyl)-4-oxo-4,5,6,7-tetrahydropyrazolo[1,5-a]pyrazine-3-carbonitrile